methyl(1-((4-((4-(3-(2,4-dioxo tetrahydropyrimidin-1(2H)-yl)-1-methyl-1H-indazol-6-yl)piperidin-1-yl)methyl) phenyl)sulfonyl)piperidin-4-yl)carbamate COC(NC1CCN(CC1)S(=O)(=O)C1=CC=C(C=C1)CN1CCC(CC1)C1=CC=C2C(=NN(C2=C1)C)N1C(NC(CC1)=O)=O)=O